N-(6-(2H-1,2,3-triazol-2-yl)-5-trifluoromethylpyridin-3-yl)-5-difluoromethyl-1-(2-oxo-1,2-Dihydrobenzo[cd]indol-6-yl)-1H-pyrazole-4-carboxamide N=1N(N=CC1)C1=C(C=C(C=N1)NC(=O)C=1C=NN(C1C(F)F)C=1C=2C3=C(C(NC3=CC1)=O)C=CC2)C(F)(F)F